N-ethyl-2,2-diisopropyl-butanamide tert-butyl-4-[2-(2,6-dioxo-3-piperidyl)-1,3-dioxo-isoindolin-5-yl]-3,6-dihydro-2H-pyridine-1-carboxylate C(C)(C)(C)OC(=O)N1CCC(=CC1)C=1C=C2C(N(C(C2=CC1)=O)C1C(NC(CC1)=O)=O)=O.C(C)NC(C(CC)(C(C)C)C(C)C)=O